cyclohexyl (prop-2-ylamino)methanoate CC(C)NC(=O)OC1CCCCC1